C1=CC=CC=2C3=CC=CC=C3C(C12)COC(=O)N[C@H](C(=O)OC)CC1=CC(=CC=C1)N Methyl (S)-2-((((9H-fluoren-9-yl)methoxy)carbonyl)amino)-3-(3-aminophenyl)propanoate